C(C)(C)(C)OC(=O)N(C1=CC(=NC=2N1N=CC2C2CC2)NC[C@@H]2[C@H](CN(CC2)C(=O)OC(C)(C)C)O)CC=2C=NC(=CC2)C2=CC=CC=C2 tert-butyl (3R,4R)-4-(((7-((tert-butoxycarbonyl)((6-phenylpyridin-3-yl)methyl)amino)-3-cyclopropylpyrazolo[1,5-a]pyrimidin-5-yl)amino)methyl)-3-hydroxypiperidine-1-carboxylate